1,3,5-tris(2-pyridylsulfonylmethyl)-2,4,6-triethylbenzene N1=C(C=CC=C1)S(=O)(=O)CC1=C(C(=C(C(=C1CC)CS(=O)(=O)C1=NC=CC=C1)CC)CS(=O)(=O)C1=NC=CC=C1)CC